C1(=CC=CC=C1)P(C1=CC=CC=C1)(C1=CC=CC=C1)=O Triphenylphosphine Oxide